[(3R,9aS)-3-Hydroxy-3-[3-(trifluoromethyl)phenyl]-1,4,6,7,9,9a-hexahydropyrazino[2,1-c][1,4]oxazin-8-yl]-(2-chloro-3-methoxyphenyl)methanon O[C@]1(CN2[C@H](CO1)CN(CC2)C(=O)C2=C(C(=CC=C2)OC)Cl)C2=CC(=CC=C2)C(F)(F)F